CN(C(OC1=C2N(N=CC1=O)[C@H]([C@@H]1N(C2=O)CCC1)[C@H](C1=CC=C(C=C1)F)C1=C(C(=CC=C1)F)F)=O)C (9aR,10S)-10-((R)-(2,3-difluorophenyl)(4-fluorophenyl)methyl)-3,5-dioxo-3,5,8,9,9a,10-hexahydro-7H-pyrrolo[1',2':4,5]pyrazino[1,2-b]pyridazin-4-yl dimethylcarbamate